sodium lithium manganese iron phosphate P(=O)([O-])([O-])[O-].[Fe+2].[Mn+2].[Li+].[Na+].P(=O)([O-])([O-])[O-]